C(CCCCCCCCCCCCCCCCCCCCC)(=O)NCCCN(CCC)CCC behenamidopropyl-dipropylamine